(3-(4-methoxy-2-((4-((4-methylpiperazin-1-yl)methyl)phenyl)amino)-7H-pyrrolo[2,3-d]pyrimidin-5-yl)phenyl)methanol COC=1C2=C(N=C(N1)NC1=CC=C(C=C1)CN1CCN(CC1)C)NC=C2C=2C=C(C=CC2)CO